FC=1C=C(C(=O)NNC(=O)C2CNC2)C=C(C1C)[N+](=O)[O-] N'-(3-fluoro-4-methyl-5-nitrobenzoyl)azetidine-3-carbohydrazide